N1(CCC[C@H]2CCCC[C@H]12)C([C@@H](CCCCN1C(C2=CC=CC=C2C1=O)=O)N(CC1=C(C=C(C=C1)OC)OC)C1CC1)=O 2-[(5R)-6-[(4aR,8aS)-3,4,4a,5,6,7,8,8a-Octahydro-2H-quinolin-1-yl]-5-[cyclopropyl-[(2,4-dimethoxyphenyl)methyl]amino]-6-oxo-hexyl]isoindoline-1,3-dione